3-chloro-2-(trifluoromethyl)isonicotinaldehyde ClC1=C(C=O)C=CN=C1C(F)(F)F